4,8-Dichloro-N-(2-morpholinoethyl)-N-(4-(trifluoromethoxy)phenyl)chinolin-2-amin ClC1=CC(=NC2=C(C=CC=C12)Cl)N(C1=CC=C(C=C1)OC(F)(F)F)CCN1CCOCC1